bis((2-(methoxymethyl)-3-oxoquinuclidin-2-yl)methyl) terephthalate C(C1=CC=C(C(=O)OCC2(N3CCC(C2=O)CC3)COC)C=C1)(=O)OCC1(N3CCC(C1=O)CC3)COC